methyl 6-benzyloxy-5-bromo-pyridine-2-carboxylate C(C1=CC=CC=C1)OC1=C(C=CC(=N1)C(=O)OC)Br